BrC=1C=C(C(=NC1)COC1=CC=CC(=N1)C1=CC(=C(C=C1F)CC=1N(C2=C(N1)C(=CC(=C2)C(=O)OCC)F)C[C@H]2OCC2)F)F Ethyl 2-[[4-[6-[(5-bromo-3-fluoro-2-pyridyl)methoxy]-2-pyridyl]-2,5-difluorophenyl]methyl]-7-fluoro-3-[[(2S)-oxetan-2-yl]methyl]benzimidazole-5-carboxylate